COC=1C=C(C=CC1OC)C=1NC2=CC=C(C=C2C1C(C)C)C1=CC=C(C=C1)OC1CCN(CC1)C(C)C 2-(3,4-dimethoxyphenyl)-3-isopropyl-5-(4-((1-isopropylpiperidin-4-yl)oxy)phenyl)-1H-indole